2-(4-Fluorophenyl)-7-methyl-4,5,6,7-tetrahydropyrazolo[1,5-a]pyridin FC1=CC=C(C=C1)C1=NN2C(CCCC2C)=C1